C1(CC1)NC(C1=C(C=C(C=C1OC)C1=CN=C2N1C=CC(=C2)OCC2=NN(C=C2)C)OC(F)F)=O N-cyclopropyl-2-(difluoromethoxy)-6-methoxy-4-[7-[(1-methylpyrazol-3-yl)methoxy]imidazo[1,2-a]pyridin-3-yl]benzamide